ferric sulfide mercury [Hg+].[Fe+]=S